FC(C(=O)O)(F)F.FC(C(=O)O)(F)F.COC1=CC=C(C(=N1)CCN)[N+](=O)[O-] 2-(6-methoxy-3-nitropyridin-2-yl)ethan-1-amine bis-trifluoroacetic acid salt